2-benzyl-2-(((2R,3S,4R,5R)-5-(2-chloro-6-((cyclopropylmethyl)-(methyl)amino)-9H-purin-9-yl)-3-ethynyl-3,4-dihydroxytetrahydrofuran-2-yl)methoxy)malonic acid C(C1=CC=CC=C1)C(C(=O)O)(C(=O)O)OC[C@H]1O[C@H]([C@@H]([C@@]1(O)C#C)O)N1C2=NC(=NC(=C2N=C1)N(C)CC1CC1)Cl